4-bromo-7-chloro-1λ6-benzothiophene-1,1-dione BrC1=CC=C(C2=C1C=CS2(=O)=O)Cl